N-[3-(5-chloro-1,3-benzoxazol-2-yl)-3-azaspiro[5.5]undecan-9-yl]-3-methylsulfonyl-propanamide ClC=1C=CC2=C(N=C(O2)N2CCC3(CC2)CCC(CC3)NC(CCS(=O)(=O)C)=O)C1